(6-propoxy-1,2,3,4-tetrahydronaphthalen-1-yl)methylamine C(CC)OC=1C=C2CCCC(C2=CC1)CN